(R)-(9-(6-(4-((tert-butoxycarbonyl) amino)-4-(5-methyl-1,3,4-thiadiazol-2-yl) butoxy)-2,3-dichlorobenzyl)-9H-purin-6-yl) carbamate C(N)(OC1=C2N=CN(C2=NC=N1)CC1=C(C(=CC=C1OCCC[C@H](C=1SC(=NN1)C)NC(=O)OC(C)(C)C)Cl)Cl)=O